BrC1=CC(=C(O[C@H](C(=O)O)CC)C=C1)C1=CC=NO1 (S)-2-[4-bromo-2-(5-isoxazolyl)phenoxy]butyric acid